CC1(C2=CC=CC=C2C=2C=CC(=CC12)C1=CC=C(C=C1)NC1=C2C(=CC3=CC=CC=C13)C(C(C2(C)C)(C)C)(C)C)C N-(4-(9,9-dimethyl-9H-fluoren-2-yl)phenyl)-1,1,2,2,3,3-hexamethyl-2,3-dihydro-1H-cyclopenta[b]Naphthalen-4-amine